3-fluoro-4-(((3-fluoro-6-(4-(2-hydroxyethyl)cyclohex-1-en-1-yl)pyridin-2-yl)oxy)methyl)benzonitrile FC=1C=C(C#N)C=CC1COC1=NC(=CC=C1F)C1=CCC(CC1)CCO